FC(COCCCCCCNCC(O)C1=CC(=C(C=C1)O)CO)(C1=CC=CC=C1)F 4-(2-{[6-(2,2-difluoro-2-phenylethoxy)hexyl]Amino}-1-hydroxy-ethyl)-2-(hydroxymethyl)-phenol